Cl.N1(CCNCC1)CCN1CCN(CC1)N1C(C2=CC=CC=C2C1=O)=O 4-(2-(piperazin-1-yl)ethyl)piperazin-1-ylisoindoline-1,3-dione hydrochloride